ClC=1C(=C(CN2C(CC(CC2)(C(=O)OC)CC2=NC(=CC=C2F)NC=2SC=CN2)C(F)(F)F)C=CC1)F Methyl 1-(3-chloro-2-fluorobenzyl)-4-((3-fluoro-6-(thiazol-2-ylamino)pyridin-2-yl)meth-yl)-2-(trifluoromethyl)piperidine-4-carboxylate